C(C)(C)(C)OC(=O)N1[C@@H](CN(C[C@@H]1C)C1=C2C=C(C=NC2=C(C=N1)C(=O)O)C#N)C 5-[(3R,5S)-4-tert-butoxycarbonyl-3,5-dimethylpiperazin-1-yl]-3-cyano-1,6-naphthyridine-8-carboxylic acid